NC1=CC(N(C2=CC(=CC=C12)OC(F)F)C1=CC=C(C=C1)[C@@H](C)O)=O (R)-4-Amino-7-(difluoromethoxy)-1-(4-(1-hydroxyethyl)phenyl)-2-oxo-1,2-dihydroquinoline